5,6-diphenylpyrimidin-4-carboxylic acid methyl ester COC(=O)C1=NC=NC(=C1C1=CC=CC=C1)C1=CC=CC=C1